NC=1C=CC(=C(C1)S(=O)(=O)NC(C)(C)C)C1=CN=C(S1)N1CC2C(C2C1)N 5-amino-2-(2-(6-amino-3-azabicyclo[3.1.0]hex-3-yl)thiazol-5-yl)-N-(tert-butyl)benzenesulfonamide